1,3,5-tripropylhexahydrotriazine C(CC)N1NN(CC(C1)CCC)CCC